N1N=C(C2=C1CCC2)C(=O)N 1,4,5,6-tetrahydro-3-cyclopentapyrazolecarboxamide